N(=[N+]=[N-])\C(\C(=O)[O-])=C/C1=C(C(=CC=C1)Cl)Cl Z-2-azido-3-(2,3-dichlorophenyl)prop-2-enoate